N-(2-((1S,3R)-3-((4-Chloro-5-cyanopyrimidin-2-yl)amino)cyclohexyl)-3-oxoisoindolin-5-yl)acrylamide ClC1=NC(=NC=C1C#N)N[C@H]1C[C@H](CCC1)N1CC2=CC=C(C=C2C1=O)NC(C=C)=O